FC1=CC2=C(N=C(O2)C2=CN=C(C=C2C(=O)O)N2N=CC3=CC=CC=C23)C=C1 5-(6-fluorobenzo[d]oxazol-2-yl)-2-(1H-indazol-1-yl)isonicotinic acid